(1S,2R,4R)-7-Oxa-bicyclo[2.2.1]heptane-2-carboxylic acid [(R)-2-benzofuran-3-yl-1-((1S,2S,6R,8S)-2,9,9-trimethyl-3,5-dioxa-4-bora-tricyclo[6.1.1.02,6]dec-4-yl)-ethyl]-amide C=1OC(=C2C1C=CC=C2)C[C@@H](B2O[C@]1([C@@H]3C([C@H](C[C@H]1O2)C3)(C)C)C)NC(=O)[C@H]3[C@@H]2CC[C@H](C3)O2